1-benzyl 4-methyl (S)-2-(3-(trifluoromethyl)benzyl)-4,5-dihydro-1H-imidazole-1,4-dicarboxylate FC(C=1C=C(CC=2N(C[C@H](N2)C(=O)OC)C(=O)OCC2=CC=CC=C2)C=CC1)(F)F